[Si](C)(C)(C(C)(C)C)N=S1(NC(C2=C(C1)C=CC=C2)=O)=O 2-((tert-butyldimethylsilyl)imino)-2,3-dihydro-2λ4-benzo[d][1,2]thiazin-4(1H)-one 2-oxide